4-[4-(2-aminoethyl)phenyl]-3-(2-morpholin-4-yl-1,3-oxazole-5-carbonyl)benzonitrile NCCC1=CC=C(C=C1)C1=C(C=C(C#N)C=C1)C(=O)C1=CN=C(O1)N1CCOCC1